CN(C1=CC=2OC(C(=CC2S1)C(=O)O)=O)C(=O)C1N(CCC1)C 2-[Methyl-(1-methyl-pyrrolidine-2-carbonyl)-amino]-5-oxo-5H-thieno[3,2-b]pyran-6-carboxylic acid